2-hexylundecyl acrylate C(C=C)(=O)OCC(CCCCCCCCC)CCCCCC